tert-butyl 4-{4-[(1S)-1-{[4-cyano-8-(2,2-dimethylpropyl)-7-oxo-7,8-dihydropyrido[2,3-d]pyrimidin-2-yl]amino} ethyl]benzyl}piperazine-1-carboxylate C(#N)C=1C2=C(N=C(N1)N[C@@H](C)C1=CC=C(CN3CCN(CC3)C(=O)OC(C)(C)C)C=C1)N(C(C=C2)=O)CC(C)(C)C